NC1=CC2=C(N(C(N2C2CCC(CC2)(F)F)=O)C)C=C1 5-amino-3-(4,4-difluorocyclohexyl)-1-methyl-1,3-dihydro-2H-benzo[d]imidazol-2-one